C1(CC1)COC=1C(=NC=2C=3N([C@](CC2C1)(C)C(C)C)C=C(C(C3F)=O)C(=O)O)C(F)F (S)-3-(cyclopropylmethoxy)-2-(difluoromethyl)-11-fluoro-6-isopropyl-6-methyl-10-oxo-6,10-dihydro-5H-pyrido[1,2-h][1,7]naphthyridine-9-carboxylic acid